CC(CC(C)C)NC1=C(C=CC=C1)NC1=CC=CC=C1 N-(1,3-dimethylbutyl)-N'-phenylphenylenediamine